6-(2H-benzotriazol-2-yl)-6-dodecyl-4-methylphenol N=1N(N=C2C1C=CC=C2)C2(C=C(C=CC2O)C)CCCCCCCCCCCC